CC(C(C(=O)O)(C)N=NC(C(=O)O)(C)C)C.N(=NC(C(=O)OC)(C)C)C(C(=O)OC)(C)C dimethyl 2,2'-azobis(2-methylpropionate) (dimethyl 2,2'-azobisisobutyrate)